FC1=C(C=C2C(=N1)OC(C2)(C)C)C(=O)O 6-Fluoro-2,2-dimethyl-2,3-dihydrofuro[2,3-b]pyridine-5-carboxylic acid